2,5-Bis(thiazol-2-yl)pyridin-3-yl 3-deoxy-3-[4-(3,4,5-trifluorophenyl)-1H-1,2,3-triazol-1-yl]-2-O-methyl-1-thio-α-D-galactopyranoside FC=1C=C(C=C(C1F)F)C=1N=NN(C1)[C@@H]1[C@H]([C@@H](SC=2C(=NC=C(C2)C=2SC=CN2)C=2SC=CN2)O[C@@H]([C@@H]1O)CO)OC